C(C)(C)(C)[Si](OCC1CC2=C(C(=NC=C2O)Cl)C1)(C1=CC=CC=C1)C1=CC=CC=C1 6-[[tert-butyl-(diphenyl)silyl]oxymethyl]-1-chloro-6,7-dihydro-5H-cyclopenta[c]pyridin-4-ol